(4-(7-(2-fluoro-6-methoxyphenyl)-2-methoxy-6-methyl-5,6,7,8-tetrahydropyrido[4,3-d]pyrimidin-4-yl)piperazin-1-yl)prop-2-en-1-one FC1=C(C(=CC=C1)OC)C1CC=2N=C(N=C(C2CN1C)N1CCN(CC1)C(C=C)=O)OC